Cl.C1CC(CCC12CCCCC2)N spiro[5.5]undecan-3-amine HCl salt